CN1N=CC=2C1=NC(=CC2N2C[C@@H]([C@H](CC2)C2=CC=C(C=N2)N2C[C@@H]([C@H](CC2)N)OC)C)C (3s,4s)-1-[6-[(3R,4s)-1-(1,6-dimethylpyrazolo[3,4-b]pyridin-4-yl)-3-methyl-4-piperidyl]-3-pyridyl]-3-methoxy-piperidin-4-amine